ClC1=C(C#N)C=CC(=C1)N1NC(C=2C=NC(=CC21)NC2=NC=C(C=C2)F)=O 2-chloro-4-(6-((5-fluoropyridin-2-yl)amino)-3-oxo-2,3-dihydro-1H-pyrazolo[4,3-c]pyridin-1-yl)benzonitrile